(1S,2R)-2-(((6,7-Difluoro-2-(4'-fluoro-2'-(4-methyl-4H-1,2,4-triazol-3-yl)-[1,1'-biphenyl]-3-yl)benzo[d]oxazol-5-yl)methyl)amino)cyclopentan-1-ol FC1=C(C2=C(N=C(O2)C=2C=C(C=CC2)C2=C(C=C(C=C2)F)C2=NN=CN2C)C=C1CN[C@H]1[C@H](CCC1)O)F